6-(4-(benzyloxymethyl)piperidin-1-yl)isoquinolin-1(2H)-one C(C1=CC=CC=C1)OCC1CCN(CC1)C=1C=C2C=CNC(C2=CC1)=O